C(C)[C@H]1[C@@H](C1)C(=O)N (1R,2R)-2-ethylcyclopropane-1-carboxamide